NC1=CC(CC(C1)C(F)(F)F)=O 3-amino-5-(trifluoromethyl)cyclohex-2-en-1-one